N1C[C@@H](CC1)OC=1C=C2COC(C2=CC1)=O (R)-5-(pyrrolidin-3-yloxy)isobenzofuran-1(3H)-one